7-chloro-1-(2-chloroethyl)-5-(2-(4-ethynylphenyl)propan-2-yl)-1H-benzo[d][1,2,3]triazole ClC1=CC(=CC2=C1N(N=N2)CCCl)C(C)(C)C2=CC=C(C=C2)C#C